The molecule is a ribonucleoside triphosphate oxoanion that is the heptaanion of guanosine 3'-diphosphate 5'-triphosphate. It is a conjugate base of a guanosine 3'-diphosphate 5'-triphosphate hexaanion. C1=NC2=C(N1[C@H]3[C@@H]([C@@H]([C@H](O3)COP(=O)([O-])OP(=O)([O-])OP(=O)([O-])[O-])OP(=O)([O-])OP(=O)([O-])[O-])O)N=C(NC2=O)N